C(C)(C)(C)OC(=O)N1C[C@H](CCC1)NC1=CC(=NC=2N1N=CC2C#N)C2=CN(C1=C(C(=CC=C21)C#N)NC2(COC2)C)C(=O)[O-] (S)-3-(7-((1-(tert-butoxycarbonyl) piperidin-3-yl) amino)-3-cyanopyrazolo[1,5-a]pyrimidin-5-yl)-6-cyano-7-((3-methyloxetan-3-yl) amino)-1H-indole-1-carboxylate